tert-butyl (S)-2-(6-(7-methyl-5-((2-(trimethylsilyl)ethoxy)methyl)-5H-pyrrolo[2,3-b]pyrazin-2-yl)isochroman-8-yl)pyrrolidine-1-carboxylate CC1=CN(C2=NC=C(N=C21)C=2C=C1CCOCC1=C(C2)[C@H]2N(CCC2)C(=O)OC(C)(C)C)COCC[Si](C)(C)C